(S)-N-(1-(7-bromo-2-methyl-4-oxo-3,4-dihydroquinazolin-6-yl)pyrrolidin-3-yl)cyclopropanecarboxamide BrC1=C(C=C2C(NC(=NC2=C1)C)=O)N1C[C@H](CC1)NC(=O)C1CC1